5-[[2-[4-[3-[1-(5-chloropyrimidin-2-yl)-4-piperidinyl]propoxy]-2-fluoro-phenyl]acetyl]amino]-N-[2-hydroxy-1,1-bis(hydroxymethyl)ethyl]pentanamide ClC=1C=NC(=NC1)N1CCC(CC1)CCCOC1=CC(=C(C=C1)CC(=O)NCCCCC(=O)NC(CO)(CO)CO)F